2-(difluoromethoxy)-5-(1H-indol-2-yl)-7-methylquinoxaline FC(OC1=NC2=CC(=CC(=C2N=C1)C=1NC2=CC=CC=C2C1)C)F